C(C)[C@@H]1CNS(C2=C(O1)N=CC(=C2)C(F)(F)F)(=O)=O (4R)-4-Ethyl-8-(trifluoromethyl)-3,4-dihydro-2H-pyrido[2,3-b][1,4,5]oxathiazepine 1,1-dioxide